lauryl-carboxymethyl-hydroxyimidazolium C(CCCCCCCCCCC)C=1[N+](=C(NC1)O)CC(=O)O